C1(=CC=CC=C1)NC(=O)N1C2CN(C(C1)C2)C(=O)OC(C)(C)C tert-Butyl 5-(phenylcarbamoyl)-2,5-diazabicyclo[2.2.1]heptane-2-carboxylate